COC(=O)C=1C=C(C=C(C1)C(=O)OC)P(O)(O)=O.C(CCC)P(CCCC)(CCCC)CCCC.C(CCC)P(CCCC)(CCCC)CCCC bis(tetra-n-butylphosphine) 3,5-bis(methoxycarbonyl)phenylphosphonate